1-(7-chloroquinolin-4-yl)azepan-3-amine ClC1=CC=C2C(=CC=NC2=C1)N1CC(CCCC1)N